tert-butyl 3-formylbicyclo[1.1.1]pentane-1-carboxylate C(=O)C12CC(C1)(C2)C(=O)OC(C)(C)C